ClC=1C=C(C=C(C1)Cl)[C@H](CC(=O)OCC)NC(=O)C1CC2(CN(C2)CCC2=NC=3NCCCC3C=C2)C1 Ethyl (S)-3-(3,5-dichlorophenyl)-3-(2-(2-(5,6,7,8-tetrahydro-1,8-naphthyridin-2-yl)ethyl)-2-azaspiro[3.3]heptane-6-carboxamido)propanoate